CC(CC(C)(C)C)(C)C1=CC=C(C=C1)OC(C(C(=O)OC1=CC=C(C=C1)C(CC(C)(C)C)(C)C)(CC1=CC(=C(C(=C1)C(C)(C)C)O)C(C)(C)C)CC1=CC(=C(C(=C1)C(C)(C)C)O)C(C)(C)C)=O Bis[4-(1,1,3,3-tetramethylbutyl)phenyl]-2,2-bis(3,5-di-tert-butyl-4-hydroxybenzyl)malonate